Tert-butyl 2-(6-bromo-3-chloropyrazin-2-yl)hydrazine-1-carboxylate BrC1=CN=C(C(=N1)NNC(=O)OC(C)(C)C)Cl